(3S)-methyl 1,2-diazacyclohexane-3-carboxylate N1N[C@@H](CCC1)C(=O)OC